FC1=C(C=CC=C1F)N\N=C(\C(=O)OCC)/C=O Ethyl (2E)-2-[2-(2,3-difluorophenyl)hydrazinylidene]-3-oxopropanoate